C1(=CC(=CC=C1)C1=NC=CC=C1C1=CC2=CNN=C2C=C1)C 5-(2-m-tolylpyridin-3-yl)-2H-indazole